6-chloro-5'-(5-chloro-2-methylphenyl)-2'-(3-fluoro-2-methoxyphenyl)-3'-isopropyl-3'H-spiro[indoline-3,4'-pyrrolo[3,4-d]imidazole]-2,6'(5'H)-dione ClC1=CC=C2C(=C1)NC(C21N(C(C=2N=C(N(C21)C(C)C)C2=C(C(=CC=C2)F)OC)=O)C2=C(C=CC(=C2)Cl)C)=O